5-({[4-(Aminomethyl)phenyl]methyl}amino)-1-(5-methylfuran-3-carbonyl)-3-{1-[2-(morpholin-4-yl)acetyl]-2-oxopiperidin-3-yl}-1H-pyrazol-4-carbonitril NCC1=CC=C(C=C1)CNC1=C(C(=NN1C(=O)C1=COC(=C1)C)C1C(N(CCC1)C(CN1CCOCC1)=O)=O)C#N